Cl.N[C@@H](C[C@H]1C(NCC1)=O)C(COC1=C(C=C(C=C1)F)F)=O (3S)-3-[(2S)-2-amino-4-(2,4-difluorophenoxy)-3-oxobutyl]pyrrolidin-2-one, hydrochloride salt